CN1C2=C(N(C(C1=O)=O)C1CCNCC1)N=CC=C2 1-Methyl-2,3-dioxo-4-(piperidin-4-yl)-1,2,3,4-tetrahydropyrido[2,3-b]pyrazine